2-((2-((3-(didodecylamino)propanoyl)oxy)ethyl)disulfaneyl)ethyl 6-(didodecylamino)hexanoate C(CCCCCCCCCCC)N(CCCCCC(=O)OCCSSCCOC(CCN(CCCCCCCCCCCC)CCCCCCCCCCCC)=O)CCCCCCCCCCCC